O1CCN(CC1)S(=O)(=O)C=1C=C(C(=O)O)C=CC1NCCCCCCCC(F)(F)F 3-morpholinosulfonyl-4-((8,8,8-trifluorooctyl)amino)benzoic acid